COC1=NC2=CC=C(C=C2C=C1)C(=O)O methoxyquinoline-6-carboxylic acid